OC[C@@H]1[C@@H](C[C@@H](O1)N1C(N=C(C=C1)NC(C1=CC=CC=C1)=O)=O)OCC#C N-[1-[(2R,4R,5R)-5-(hydroxymethyl)-4-prop-2-ynoxyoxolan-2-yl]-2-oxopyrimidin-4-yl]benzamide